C(#N)C(=CC1=CC=CC=C1)[N+](=O)[O-] cyano-β-nitrostyrene